Methyl N-(O-acetyl-N-(2-(4-((tert-butoxycarbonyl)amino)phenyl)thiazole-4-carbonyl)-L-seryl)-O-(tert-butyldiphenylsilyl)-L-serinate C(C)(=O)OC[C@H](NC(=O)C=1N=C(SC1)C1=CC=C(C=C1)NC(=O)OC(C)(C)C)C(=O)N[C@@H](CO[Si](C1=CC=CC=C1)(C1=CC=CC=C1)C(C)(C)C)C(=O)OC